1-benzyl-3-methylimidazole bis(trifluoromethylsulfonyl)imide salt [N-](S(=O)(=O)C(F)(F)F)S(=O)(=O)C(F)(F)F.C(C1=CC=CC=C1)N1CN(C=C1)C